3-(6-aminopyridin-3-yl)-N-((7-chloro-5-(4-(morpholine-4-carbonyl)phenyl)benzo[d]oxazol-2-yl)methyl)acrylamide NC1=CC=C(C=N1)C=CC(=O)NCC=1OC2=C(N1)C=C(C=C2Cl)C2=CC=C(C=C2)C(=O)N2CCOCC2